C1(CCC1)N1C(=CC2=CC=C(C=C12)C(F)(F)F)NC(CC(C)(C)C)=O N-[1-cyclobutyl-6-(trifluoromethyl)-1H-indol-2-yl]-3,3-dimethylbutyramide